1-vinyl-2,4-dimethyl-imidazole C(=C)N1C(=NC(=C1)C)C